C12COCC(CC1)N2C2=NC=NC=1NC3=CC(=CC=C3C12)S(=O)(=O)NC1(CC1)C#N 4-(3-oxa-8-azabicyclo[3.2.1]oct-8-yl)-N-(1-cyanocyclopropyl)-9H-pyrimido[4,5-b]indole-7-sulfonamide